ClC1=CC(=C(C(=C1)Cl)NC(=O)C=1N(N=C(C1)C(F)(F)F)C1=NC=CC=C1Cl)C(N=S(C(C)C)C(C)C)=O N-[4,6-dichloro-2-[(di-2-propyl-lambda4-sulfanylidene)carbamoyl]-phenyl]-2-(3-chloro-2-pyridyl)-5-(trifluoromethyl)pyrazole-3-carboxamide